Cl.FC1=CC=C2CC3(CCNCC3)C(C2=C1)N 6-Fluorospiro[indane-2,4'-piperidine]-1-amine hydrochloride